4-[5-(aminomethyl)pyridin-2-yl]-3-[5-(dimethylamino)-2-methylpyrazol-3-yl]oxybenzonitrile NCC=1C=CC(=NC1)C1=C(C=C(C#N)C=C1)OC=1N(N=C(C1)N(C)C)C